C(#N)C=1C=C(C=CC1)[C@@H]1N(OCC1)C1=CC(=NC=N1)NC=1C(=CC(=C(C1)NC(C=C)=O)N1CCN(CC1)C)OC N-(5-((6-((R)-3-(3-cyanophenyl)isoxazolidine-2-yl)pyrimidine-4-yl)amino)-4-methoxy-2-(4-methylpiperazine-1-yl)phenyl)acrylamide